ClC=1C=C(C=CC1F)N(C(=O)[C@H]1N([C@@H]2CC[C@H]1C2)C2=NC(=CC(=C2)C(F)(F)F)C)CCCN2C[C@H](CC2)O (1R,3S,4S)-N-(3-chloro-4-fluorophenyl)-N-(3-((S)-3-hydroxypyrrolidin-1-yl)propyl)-2-(6-methyl-4-(trifluoromethyl)pyridin-2-yl)-2-azabicyclo[2.2.1]heptane-3-carboxamide